CN(C=1C=C2C=CC(=CC2=CC1)C/C=C/C1=C(C=CC=C1)O)C (E)-3-(6-(dimethylamino)naphthalene-2-yl)-1-(2-hydroxyphenyl)propylene